tert-butyl 4-{7-fluoroimidazo[1,2-a]pyridin-3-yl}-7-({5-[4-(3-hydroxypropoxy)piperidin-1-yl]pyridin-2-yl}amino)-1-oxo-3H-isoindole-2-carboxylate FC1=CC=2N(C=C1)C(=CN2)C2=C1CN(C(C1=C(C=C2)NC2=NC=C(C=C2)N2CCC(CC2)OCCCO)=O)C(=O)OC(C)(C)C